COC=1C=C(C=CC1)C1=CC(=NC=N1)C(=O)NC1=NN(C(C=C1)=O)C 6-(3-methoxyphenyl)-N-(1-methyl-6-oxo-1,6-dihydropyridazin-3-yl)pyrimidine-4-carboxamide